BrC=1C=C(C(=NC1)C1(CCC1)N)F 1-(5-bromo-3-fluoropyridin-2-yl)cyclobutan-1-amine